[Cl-].C(C)[N+]1(CCCC1)CCCC 1-Ethyl-1-butylpyrrolidinium chlorid